ClC1=C(C=C2C(=NC=NC2=C1)N1CC(N(CC1)C(C=C)=O)CCO)C1=CC=C(C=C1)Cl 1-(4-(7-chloro-6-(4-chlorophenyl)quinazolin-4-yl)-2-(2-hydroxyethyl)piperazin-1-yl)prop-2-en-1-one